2-[1-[(3-chlorophenyl)methyl]-5-oxopyrrolidin-2-yl]-N-(difluoromethylsulfonyl)acetamid ClC=1C=C(C=CC1)CN1C(CCC1=O)CC(=O)NS(=O)(=O)C(F)F